C=C(C(=O)OCC(C)(C)S(=O)(=O)C1=CC(=CC=C1)Cl)CC(=O)OC1CCCCCCC1 (2-((3-chlorophenyl)sulfonyl)-2-methylpropyl) 4-cyclooctyl 2-methylenesuccinate